5-bromo-3-((4-hydroxy-1-(4-hydroxyphenyl)-3-oxobutan-2-ylimino)-methyl)-2-(isobutyryl-oxy)phenyl nicotinate C(C1=CN=CC=C1)(=O)OC1=C(C(=CC(=C1)Br)C=NC(CC1=CC=C(C=C1)O)C(CO)=O)OC(C(C)C)=O